CC(CC1=CC=C(C(=O)OC)C=C1)(CC1=CC=C(C(=O)OC)C=C1)CC=O Dimethyl 4,4'-(2-methyl-2-(2-oxoethyl)propane-1,3-diyl)dibenzoate